ClC1=CC=C2C(=NC=NC2=C1)NN=C(C)C1=CC(=CC=C1)N1CCN(CC1)C 7-chloro-4-(2-(1-(3-(4-methylpiperazin-1-yl)phenyl)ethylidene)hydrazino)quinazoline